C(CCC)OC(C1CCN(CC1)C=1N=CC(=NC1)C(=O)OC)OCCCC Methyl 5-[4-(dibutoxymethyl)piperidin-1-yl]pyrazine-2-carboxylate